CN(C)CC1CN(CCC1(O)C1=C(C(=O)N)C=CC=C1)CCC1=CC=C(C=C1)O [3-[(dimethylamino)methyl]-4-hydroxy-1-[2-(4-hydroxyphenyl)ethyl]piperidin-4-yl]benzamide